ON=C(N)C1=NC=C(N=C1)NC=1C=NN(C1)C1=CC=C(C=C1)C(F)(F)F N'-Hydroxy-5-((1-(4-(trifluoromethyl)phenyl)-1H-pyrazol-4-yl)amino)pyrazine-2-carboximidamide